FC(C=1C=C(C=CC1)C(=O)NCC(=O)O)(F)F [3-(trifluoromethyl)phenyl]formamidoacetic acid